tert-butyl N-[5-(5-chloro-3-pyridyl)-2-methyl-5-oxo-pentyl]carbamate ClC=1C=C(C=NC1)C(CCC(CNC(OC(C)(C)C)=O)C)=O